6-(4-(7-chloro-2-methyl-2H-indazol-4-yl)-2,6-difluorobenzyl)-6,7-dihydro-5H-pyrrolo[3,4-b]pyridin-5-one-7,7-d2 ClC1=CC=C(C2=CN(N=C12)C)C1=CC(=C(CN2C(C3=NC=CC=C3C2=O)([2H])[2H])C(=C1)F)F